di-(2-(3,5-dimethylmorpholino)ethyl)ether CC1COCC(N1CCOCCN1C(COCC1C)C)C